IC1=CN=C2N1N=C(C=C2)N2CCN(CC2)C 3-Iodo-6-(4-methylpiperazin-1-yl)imidazo[1,2-b]pyridazine